ClC1=C(C=CC=C1)C1C=CC2=CC=CC=C12 2-chlorophenylindene